(3-iodo-4-methoxyphenyl)benzylamine IC=1C=C(C=CC1OC)NCC1=CC=CC=C1